4-Ethyl-6-((5-fluoro-4-(4-fluoro-2-methoxyphenyl)pyrimidin-2-yl)amino)-8-(4-acetylpiperazine-1-carbonyl)-2H-benzo[b][1,4]oxazin-3(4H)-one C(C)N1C2=C(OCC1=O)C(=CC(=C2)NC2=NC=C(C(=N2)C2=C(C=C(C=C2)F)OC)F)C(=O)N2CCN(CC2)C(C)=O